FC1=CC=C2C(=CNC2=C1)CCN1CC(CC1)(O)C 1-[2-(6-fluoro-1H-indol-3-yl)ethyl]-3-methyl-pyrrolidin-3-ol